(4-(4-bromobenzoyl)piperazin-1-yl)(4-methoxyphenyl)methanone BrC1=CC=C(C(=O)N2CCN(CC2)C(=O)C2=CC=C(C=C2)OC)C=C1